(9Z)-9-Hexadecenamide C(CCCCCCC\C=C/CCCCCC)(=O)N